ClC=1C(=NC(=NC1)NC1=C(C=C(C=C1)N1CCC(CC1)NC(CCC1=C2C(N(C(C2=CC=C1)=O)C1C(NC(CC1)=O)=O)=O)=O)OC)NC1=C(C=CC=C1)P(=O)(C)C N-(1-(4-((5-chloro-4-((2-(dimethylphosphoryl)phenyl)amino)pyrimidin-2-yl)amino)-3-methoxyphenyl)piperidin-4-yl)-3-(2-(2,6-dioxopiperidin-3-yl)-1,3-dioxoisoindolin-4-yl)propanamide